[N+](=O)([O-])C1=CC=C(C=C1)C1=NC=C(C=C1)[N+](=O)[O-] 4-nitrophenyl-(5-nitropyridine)